3-(diethoxyphenoxy)-1,2,3-benzotriazin-4-one C(C)OC=1C(=C(ON2N=NC3=C(C2=O)C=CC=C3)C=CC1)OCC